α-Aminoadipic acid NC(C(=O)O)CCCC(=O)O